2,2'-Binaphthyl-3,3'-Dicarbonylcyanid C1=C(C(=CC2=CC=CC=C12)C(=O)C#N)C1=CC2=CC=CC=C2C=C1C(=O)C#N